The molecule is an organic sodium salt that is the monosodium salt of 4,4'-[3-(pyridin-2-yl)-1,2,4-triazine-5,6-diyl]dibenzenesulfonic acid. It has a role as an iron chelator. It contains a ferrozine(2-). [H+].C1=CC=NC(=C1)C2=NC(=C(N=N2)C3=CC=C(C=C3)S(=O)(=O)[O-])C4=CC=C(C=C4)S(=O)(=O)[O-].[Na+]